C1(=CC=CC=C1)C(C1=CC=CC=C1)=C(C1=CC=CC=C1)[Zr](CC1=CC=CC=C1)(C1=CC=CC=2C3=CC=CC=C3CC12)C1C=CC=C1 diphenylmethylene(cyclopentadienyl)(fluorenyl)dibenzylzirconium